2-(4-((S)-2-hydroxy-1-(8-methyl-8H-thieno[2,3-b]indole-2-carboxamido)ethyl)phenyl)-3-methylbutanoic acid OC[C@@H](NC(=O)C1=CC2=C(N(C3=CC=CC=C23)C)S1)C1=CC=C(C=C1)C(C(=O)O)C(C)C